(2R,3S,4R,5R)-2-(((2-amino-3-chloroquinolin-7-yl)oxy)methyl)-5-(4-amino-7H-pyrrolo[2,3-d]pyrimidin-7-yl)-3-methyltetrahydrofuran-3,4-diol NC1=NC2=CC(=CC=C2C=C1Cl)OC[C@H]1O[C@H]([C@@H]([C@@]1(O)C)O)N1C=CC2=C1N=CN=C2N